ClC1=C(C=C(C=C1)CC(=O)NC1=CC=C(C=C1)C1=NC=NC2=CC(=C(C=C12)OC)OCC1CCN(CC1)CC)C(F)(F)F 2-(4-chloro-3-(trifluoromethyl)phenyl)-N-(4-(7-((1-ethylpiperidin-4-yl)methoxy)-6-methoxyquinazolin-4-yl)phenyl)acetamide